Methyl 3-((4-nitrophenyl)amino)-2-phenylimidazo[1,2-a]pyridine-6-carboxylate [N+](=O)([O-])C1=CC=C(C=C1)NC1=C(N=C2N1C=C(C=C2)C(=O)OC)C2=CC=CC=C2